NC1=NC=NN2C1=CC=C2[C@]2([C@@H]([C@@H]([C@H](O2)CO[P@](=O)(OC2=CC=CC=C2)N[C@H](C(=O)OCC(CC)CC)C)O)O)C#N (S)-2-ethylbutyl 2-(((S)-(((2R,3S,4R,5R)-5-(4-aminopyrrolo[2,1-f][1,2,4]triazin-7-yl)-5-cyano-3,4-dihydroxytetrahydrofuran-2-yl)methoxy)(phenoxy) phosphoryl)amino)propanoate